Di-tert-butyl ((3,6-dimethyl-5-(1-(2-methyl-4-(trifluoromethoxy) phenyl)-4-oxo-6-(trifluoromethyl)-1,4-dihydropyrido[2,3-d]pyrimidin-3(2H)-yl)-2-oxopyridin-1(2H)-yl) methyl) phosphate P(=O)(OC(C)(C)C)(OC(C)(C)C)OCN1C(C(=CC(=C1C)N1CN(C2=C(C1=O)C=C(C=N2)C(F)(F)F)C2=C(C=C(C=C2)OC(F)(F)F)C)C)=O